OC1=CC=C(C=C1)CC[Si](OC)(OC)OC 2-(p-hydroxyphenyl)ethyl-trimethoxysilane